2-(3-methylpyrazin-2-yl)-7-oxo-5-(4-(2,2,2-trifluoro-1-phenylethoxy)phenyl)-4,7-dihydropyrazolo[1,5-a]pyrimidine-3-carboxylic acid (S)-ethyl ester C(C)OC(=O)C=1C(=NN2C1NC(=CC2=O)C2=CC=C(C=C2)OC(C(F)(F)F)C2=CC=CC=C2)C2=NC=CN=C2C